CC1=NN=C(O1)C=1C(=CC=C2C=NN(C12)C1CN(C1)C=CC=O)C=1C(=NC=CC1)C(F)(F)F 3-(7-(5-methyl-1,3,4-oxadiazol-2-yl)-3-(6-(trifluoromethylpyridin-3-yl)-1H-indazol-1-yl)azetidin-1-yl)prop-2-en-1-one